4-(3-(6-chloro-4-fluoro-3-pyridinyl)-1,1-dimethyl-prop-2-ynyl)morpholine ClC1=CC(=C(C=N1)C#CC(C)(C)N1CCOCC1)F